COC1=C(C=CC(=C1)OC)/C=C/C(=O)C1=CC=2C(=C3C=CC(OC3=CC2)(C)C)O1 (E)-3-(2,4-dimethoxyphenyl)-1-(7,7-dimethyl-7H-furo[2,3-f]chromen-2-yl)prop-2-ene-1-On